(R)-N-(3-(2-((2-fluoro-3-(methylsulfonyl)phenyl)amino)-5-methyl-pyrimidin-4-yl)-1H-indol-7-yl)-2-(piperazin-1-yl)propanamide FC1=C(C=CC=C1S(=O)(=O)C)NC1=NC=C(C(=N1)C1=CNC2=C(C=CC=C12)NC([C@@H](C)N1CCNCC1)=O)C